CC1=CC=CC(=N1)C(=O)[O-] 6-methylpyridin-2-carboxylate